2-((4-(piperazin-1-yl)pyridin-2-yl)amino)pyrido[3,4-d]pyrimidin-4(3H)-one N1(CCNCC1)C1=CC(=NC=C1)NC=1NC(C2=C(N1)C=NC=C2)=O